BrC=1C=C(C2=C(N(N=C2C1)C)I)OCCCOC1OCCCC1 6-bromo-3-iodo-2-methyl-4-[3-(oxan-2-yloxy)propoxy]indazole